ClCC1=NN=NN1C (chloromethyl)-1-methyltetrazole